5-(3-iodo-5-methoxy-4-(prop-2-yn-1-yloxy)phenyl)-2,2-dimethyl-2,3,5,6-tetrahydrobenzo[a]phenanthridin-4(1H)-one IC=1C=C(C=C(C1OCC#C)OC)C1NC=2C=CC3=C(C2C=2CC(CC(C12)=O)(C)C)C=CC=C3